(2r,5s)-1-[2-(3-chlorophenyl)ethyl]-5-[(4-methylsulfonylphenoxy)methyl]-2-methylpiperidine ClC=1C=C(C=CC1)CCN1[C@@H](CC[C@@H](C1)COC1=CC=C(C=C1)S(=O)(=O)C)C